C(C)(C)(C)C=1C=C2C3=CC(=C4C(=C3NC2=CC1)C=CC(O4)(C)C)CN4CCN(CC4)CC4=CC=C(C=C4)C 8-(tert-butyl)-3,3-dimethyl-5-((4-(4-methylbenzyl)piperazin-1-yl)methyl)-3,11-dihydropyrano[3,2-a]carbazole